NC1=C2C(=NC=N1)N(N=C2C2=CC=C(C=C2)OC2=CC=CC=C2)C2CCN(CC2)C2CC1(C2)CCN(CC1)CC1CN(C1)C(=O)OC(C)(C)C Tert-butyl 3-((2-(4-(4-amino-3-(4-phenoxyphenyl)-1H-pyrazolo[3,4-d]pyrimidin-1-yl)piperidin-1-yl)-7-azaspiro[3.5]nonan-7-yl)methyl)azetidine-1-carboxylate